1-(4,7-dibutoxy-1-naphthalenyl)tetrahydrothiophenium trifluoromethanesulfonate FC(S(=O)(=O)[O-])(F)F.C(CCC)OC1=CC=C(C2=CC(=CC=C12)OCCCC)[S+]1CCCC1